ClC=1C=CC(=C(C(=O)OC)C1)NC1=C(C=NC2=CC=C(C=C12)Cl)C1CCC(CC1)O methyl 5-chloro-2-[[6-chloro-3-(4-hydroxycyclohexyl)-4-quinolyl]amino]benzoate